ClC=1C(=C(C(=CC1)C(F)F)C1=CN=CC(=N1)C(=O)NC=1C=NN(C1)CC=1C=NC(=NC1)N1C([C@@H]2C[C@@H]2C1)=O)F 6-(3-chloro-6-(difluoromethyl)-2-fluorophenyl)-N-(1-((2-((1r,5s)-2-oxo-3-azabicyclo-[3.1.0]hex-3-yl)pyrimidin-5-yl)methyl)-1H-pyrazol-4-yl)pyrazine-2-carboxamide